9-(3-(4-(tert-butyl)pyridin-2-yl)phenyl)-2-nitro-9H-carbazole C(C)(C)(C)C1=CC(=NC=C1)C=1C=C(C=CC1)N1C2=CC=CC=C2C=2C=CC(=CC12)[N+](=O)[O-]